phenyl (2-fluorophenyl) disulfide FC1=C(C=CC=C1)SSC1=CC=CC=C1